1-(3-benzoyloxypropyl)-5-bromo-7-cyanoindoline C(C1=CC=CC=C1)(=O)OCCCN1CCC2=CC(=CC(=C12)C#N)Br